5-chloro-1'-{2-[1-(2-hydroxy-1,1-dimethylethyl)-7-(trifluoromethyl)-1H-1,3-benzimidazol-5-yloxy]ethyl}spiro[indoline-3,4'-piperidin]-2-one ClC=1C=C2C(=CC1)NC(C21CCN(CC1)CCOC1=CC2=C(N(C=N2)C(CO)(C)C)C(=C1)C(F)(F)F)=O